N-(2-chloro-4-(trifluoromethyl)phenyl)-2-(5-ethyl-2-(isochroman-6-yl)-7-oxo-6-(piperazin-1-yl)-[1,2,4]triazolo[1,5-a]pyrimidin-4(7H)-yl)acetamide ClC1=C(C=CC(=C1)C(F)(F)F)NC(CN1C=2N(C(C(=C1CC)N1CCNCC1)=O)N=C(N2)C=2C=C1CCOCC1=CC2)=O